C(C)(C)N1N=C(C=2C=NC(=CC21)NC2=NC(=NC=C2)N2CCC(CC2)OC)N2CCC(CC2)N(C)CC=2C=C(C=CC2)N2C(NC(CC2)=O)=O 1-(3-(((1-(1-isopropyl-6-((2-(4-methoxypiperidin-1-yl)pyrimidin-4-yl)amino)-1H-pyrazolo[4,3-c]pyridin-3-yl)piperidin-4-yl)(methyl)amino)methyl)phenyl)dihydropyrimidine-2,4(1H,3H)-dione